N-(4-(tert-butyl)phenyl)-4-(2-(4-(N-phenylpropionamido)piperidin-1-yl)benzyl)piperazine-1-carboxamide C(C)(C)(C)C1=CC=C(C=C1)NC(=O)N1CCN(CC1)CC1=C(C=CC=C1)N1CCC(CC1)N(C(CC)=O)C1=CC=CC=C1